selenium-gallium [Ga].[Se]